FC1=C(C=CC=C1)N1C=C(C=CC1=O)C(=O)O 1-(2-fluorophenyl)-6-oxopyridine-3-carboxylic acid